n-propyl 4-methyl-α-cyanocinnamate CC1=CC=C(C=C(C(=O)OCCC)C#N)C=C1